C(C)C(C[Si](OC)(OC)OC)CCCC 2-ethyl-Hexyltrimethoxysilane